N-(6-cyclopropylpyridin-3-yl)-1-(4-fluoro-2-methoxyphenyl)-2-oxo-1,2-dihydropyridine-3-carboxamide C1(CC1)C1=CC=C(C=N1)NC(=O)C=1C(N(C=CC1)C1=C(C=C(C=C1)F)OC)=O